COC(=O)N1CC(C1)OC1=NC(=NC(=C1Br)NC1CCC(CC1)(F)F)C=1SC=C(N1)C.ClC1=CC=C(COC2=CC(=C(C=C2)C#C)OCOC)C=C1 4-((4-chlorobenzyl)oxy)-1-ethynyl-2-(methoxymethoxy)benzene methyl-3-((5-bromo-6-((4,4-difluorocyclohexyl)amino)-2-(4-methylthiazol-2-yl)pyrimidin-4-yl)oxy)azetidine-1-carboxylate